(phenyl)[(phenyl)(phenylpyridyl)triazinylpyridyl]dibenzothiophene C1(=CC=CC=C1)C1=C(C2=C(SC3=C2C=CC=C3)C=C1)C1=NC=C(C(=C1C1=NN=NC=C1)C1=NC=CC=C1C1=CC=CC=C1)C1=CC=CC=C1